[Br-].CC=1N=C(SC1C)N1[N+](=NC(=N1)C1=CC=CC=C1)C1=CC=CC=C1 3-(4,5-dimethyl-2-thiazolyl)-2,5-diphenyl-2-tetrazolium bromide